ClC1=NC=NC=C1OC1=C(C(=CC=C1)C(F)(F)F)Cl 4-chloro-5-(2-chloro-3-(trifluoro-methyl)phenoxy)pyrimidine